C(C)(C)(C)C1=CC=C(C=C1)C1CCN(CC1)C1CC2(C1)NC(O[C@@H]2C)=O |r| (rac)-(2s,4s)-2-(4-(4-(tert-butyl)phenyl)piperidin-1-yl)-8-methyl-7-oxa-5-azaspiro[3.4]octan-6-one